tert-butyl(5-((2-(2-oxa-7-azaspiro[4.4]nonan-7-yl)pyrimidin-5-yl)oxy)thiazol-2-yl)carbamate C(C)(C)(C)OC(NC=1SC(=CN1)OC=1C=NC(=NC1)N1CC2(CCOC2)CC1)=O